(3SR,4SR)-4-[2-(2,8-Dimethylimidazo[1,2-b]pyridazin-6-yl)-4-keto-3H-thieno[2,3-d]pyrimidin-6-yl]-3-fluoro-piperidine-1-carboxylic acid tert-butyl ester C(C)(C)(C)OC(=O)N1C[C@H]([C@H](CC1)C1=CC2=C(N=C(NC2=O)C=2C=C(C=3N(N2)C=C(N3)C)C)S1)F |r|